1-Methyl-6-methoxy-pseudouridine CN1C(=C([C@H]2[C@H](O)[C@H](O)[C@@H](CO)O2)C(NC1=O)=O)OC